[1,2,4]Triazine-6-carbonitrile N1=NC=NC=C1C#N